C(CC(O)(C(=O)O)CC(=O)[O-])(=O)[O-].[Na+].O=C1C(O)=C(O)[C@H](O1)[C@@H](O)CO.[Na+] sodium ascorbate sodium citrate